N(=C=O)CC(CC[Si](OC)(OC)OC)C 4-Isocyanato(3-methylbutyl)trimethoxysilan